N-((1R,2S)-2-(4-bromophenyl)-2-hydroxy-1-phenylethyl)-4-methylbenzenesulfonamide BrC1=CC=C(C=C1)[C@@H]([C@@H](C1=CC=CC=C1)NS(=O)(=O)C1=CC=C(C=C1)C)O